N-tert-butyl-5-[2-(morpholin-4-yl)-8-(1H-pyrazol-5-yl)-1,7-naphthyridin-4-yl]pyridine-3-carboxamide C(C)(C)(C)NC(=O)C=1C=NC=C(C1)C1=CC(=NC2=C(N=CC=C12)C1=CC=NN1)N1CCOCC1